(S)-N-((S)-1-(5-(6-Cyanonaphthalin-2-yl)-1H-imidazol-2-yl)-7-oxononyl)-6-methyl-6-azaspiro[2.5]octan-1-carboxamid C(#N)C=1C=C2C=CC(=CC2=CC1)C1=CN=C(N1)[C@H](CCCCCC(CC)=O)NC(=O)[C@H]1CC12CCN(CC2)C